4-chloro-6-fluoro-2-(2-(methoxymethyl)-7-methylquinoxalin-5-yl)benzo[d]thiazole ClC1=CC(=CC2=C1N=C(S2)C2=C1N=CC(=NC1=CC(=C2)C)COC)F